The molecule is a carboxylic ester obtained by formal condensation of the carboxy group of naproxen with the hydroxy group of 4-(nitrooxy)butanol. A cyclooxygenase-inhibiting nitric oxide donator that is metabolised to naproxen and a nitric oxide donating moiety, effective in treatment of osteoarthritis. It has a role as a non-steroidal anti-inflammatory drug, a non-narcotic analgesic, a prodrug, a nitric oxide donor and an EC 1.14.99.1 (prostaglandin-endoperoxide synthase) inhibitor. It is a nitrate ester, a carboxylic ester and a methoxynaphthalene. It derives from a naproxen and a butane-1,4-diol. C[C@@H](C1=CC2=C(C=C1)C=C(C=C2)OC)C(=O)OCCCCO[N+](=O)[O-]